C(C)OC1CC2(C1)CC(N(CC2)CC2=C1C=CNC1=C(C=C2OC)C)C2=CC=C(C(=O)O)C=C2 4-(2-ethoxy-7-((5-methoxy-7-methyl-1H-indol-4-yl)methyl)-7-azaspiro[3.5]nonan-6-yl)benzoic acid